5-Fluoro-6-iodo-3H-spiro[benzo[b][1,4]dioxine-2,1'-cyclopropane]-7-carbonitrile FC1=C(C(=CC=2OC3(CC3)COC21)C#N)I